BrCCCOC1=CC2=C(C(N3[C@H](C(N2COCC[Si](C)(C)C)=O)C[C@H](C3)O[Si](C)(C)C(C)(C)C)=O)C=C1OC (2R,11aS)-8-(3-Bromopropoxy)-2-{[tert-butyl(dimethyl)silyl]oxy}-7-methoxy-10-{[2-(trimethylsilyl)ethoxy]methyl}-2,3-dihydro-1H-pyrrolo[2,1-c][1,4]benzodiazepin-5,11(10H,11aH)-dione